CN1C(C2=CC=C(C=C2C=C1)OC)=O 2-methyl-6-methoxyisoquinolin-1(2H)-one